3-[4-[2-(2-hydroxyethylamino)ethoxy]-2-[4-(trifluoromethyl)anilino]-3-pyridyl]-4H-1,2,4-oxadiazol-5-one OCCNCCOC1=C(C(=NC=C1)NC1=CC=C(C=C1)C(F)(F)F)C1=NOC(N1)=O